N-(prop-2-yn-1-yl)hexane-1-amine C(C#C)NCCCCCC